(4-bromophenyl)dimethyl-(vinyl)silane BrC1=CC=C(C=C1)[Si](C=C)(C)C